chromium(II) triflate [O-]S(=O)(=O)C(F)(F)F.[Cr+2].[O-]S(=O)(=O)C(F)(F)F